OC1(COC1)C=1C=C(C=CC1)C(=O)N1CC2=C(CC1)NC(=N2)C2=CC=C(C=C2)C(F)(F)F (3-(3-hydroxyoxetan-3-yl)phenyl)(2-(4-(trifluoromethyl)phenyl)-1,4,6,7-tetrahydro-5H-imidazo[4,5-c]pyridin-5-yl)methanone